N1=C(C=CC=C1)CN(CCCCCCCC)CC1=NC=CC=C1 N,N-bis(2-pyridylmethyl)octanamine